C(C)NC(NC(C(=O)N1CC(CC1)OCCNC(=O)C1=NC=CN=C1N)(C)C)=O N-(2-{1-[2-(3-ethylureido)-2-methylpropionyl]-3-pyrrolidinyloxy}ethyl)-3-amino-2-pyrazinecarboxamide